(R)-N4-(1-(3-(2-((tert-butyldimethylsilyl)oxy)-1,1-difluoroethyl)phenyl)ethyl)-N6,2-Dimethylquinazoline-4,6-diamine [Si](C)(C)(C(C)(C)C)OCC(F)(F)C=1C=C(C=CC1)[C@@H](C)NC1=NC(=NC2=CC=C(C=C12)NC)C